BrC=1C(=C(C=NC1)N)P(=O)(C)C 5-bromo-4-(dimethylphosphoryl)pyridin-3-amine